(5-(((1r,4r)-4-((tert-butyldimethylsilyl)oxy)cyclohexyl)methoxy)-1,3,4-thiadiazol-2-yl)-3-fluoro-6-(2-fluoro-6-methoxyphenyl)pyrazolo(1,5-a)pyridine-5-carboxamide [Si](C)(C)(C(C)(C)C)OC1CCC(CC1)COC1=NN=C(S1)C1=NN2C(C=C(C(=C2)C2=C(C=CC=C2OC)F)C(=O)N)=C1F